2-(5-(((2,4-diaminopteridin-6-yl)methyl)(methyl)amino)thiophene-2-carboxamido)pentanoic acid methyl ester COC(C(CCC)NC(=O)C=1SC(=CC1)N(C)CC=1N=C2C(=NC(=NC2=NC1)N)N)=O